2-(4-bromo-1-methyl-1H-pyrazol-5-yl)-4-chloro-6-cyclopropoxybenzonitrile BrC=1C=NN(C1C1=C(C#N)C(=CC(=C1)Cl)OC1CC1)C